ClC1=NC=C(C(=N1)Cl)SC 2,4-dichloro-5-methylsulfanyl-pyrimidine